(1'R,2'R)-4-(hex-5-yn-1-yl)-5'-methyl-2'-(prop-1-en-2-yl)-1',2',3',4'-tetrahydro-[1,1'-biphenyl]-2,6-diol C(CCCC#C)C=1C=C(C(=C(C1)O)[C@H]1[C@@H](CCC(=C1)C)C(=C)C)O